1,2,4-thiadiazine-1,1-dioxide S1(NC=NC=C1)(=O)=O